ClC1=NC(=CN=C1)C(F)(F)F 2-chloro-6-(trifluoromethyl)pyrazine